7-[5-[5-[(1R)-1-(3,5-dichloro-4-pyridyl)ethoxy]-1H-indazol-3-yl]-2-pyridyl]-5-oxa-2,7-diazaspiro[3.4]octan-6-one ClC=1C=NC=C(C1[C@@H](C)OC=1C=C2C(=NNC2=CC1)C=1C=CC(=NC1)N1C(OC2(CNC2)C1)=O)Cl